C(C)(C)(C)OC(CN1[C@@H](CN(CCN(CCN(CC1)CC(=O)OC(C)(C)C)CC(=O)OC(C)(C)C)CC(=O)OC(C)(C)C)CC1=CC=C(C=C1)OCCOCCOCCOC)=O Tetra-tert-butyl-2,2',2'',2'''-[(2R)-2-(4-{2-[2-(2-methoxyethoxy)ethoxy]ethoxy}benzyl)-1,4,7,10-tetraazacyclododecane-1,4,7,10-tetrayl]tetraacetate